C(C)(C)(C)OC(=O)N1C(C[C@H](CC1)O[Si](C)(C)C(C)(C)C)=O.C(C)(=O)OCC[N+](C)(C)C (2-acetoxyethyl)trimethylammonium tert-butyl-(s)-4-((tert-butyldimethylsilyl)oxy)-2-oxopiperidine-1-carboxylate